ClC1=NC(=NC(=N1)C1=CC=CC=2SC3=CC=CC=C3SC12)C1=CC=CC=2SC3=CC=CC=C3SC12 2-chloro-4,6-di(thianthren-1-yl)-1,3,5-triazine